C(#N)C1=CC=C(C2=C1CCO2)C2C(=C(NC1=C(C=NC(=C21)OC2CCCC2)C)C)C(=O)N 4-(4-cyano-2,3-dihydrobenzofuran-7-yl)-5-cyclopentoxy-2,8-dimethyl-1,4-dihydro-1,6-naphthyridine-3-formamide